3-(5-chloro-2-phenyl-1H-indol-3-yl)-N-[(3S,4R)-4-hydroxy-2-oxo-pyrrolidin-3-yl]propionamide gallium tris(isopropoxide) CC([O-])C.CC([O-])C.CC([O-])C.[Ga+3].ClC=1C=C2C(=C(NC2=CC1)C1=CC=CC=C1)CCC(=O)N[C@@H]1C(NC[C@H]1O)=O